[K].C(C)(=O)N1CC(CCC1)S(=O)(=O)NC(NC1=C2CCCC2=CC=2CCCC12)=O 1-Acetyl-N-((1,2,3,5,6,7-hexahydro-s-indacen-4-yl)carbamoyl)piperidine-3-sulfonamide, potassium salt